1-((4aR,7R,8aS)-7-((S)-1-(4-fluorophenyl)-1,2,3,4-tetrahydroisoquinoline-2-carbonyl)-1-tosyloctahydro-4H-pyrano[3,4-b]pyrazin-4-yl)propan-1-one FC1=CC=C(C=C1)[C@@H]1N(CCC2=CC=CC=C12)C(=O)[C@H]1C[C@H]2[C@@H](N(CCN2S(=O)(=O)C2=CC=C(C)C=C2)C(CC)=O)CO1